ClC(C1=NC(=NO1)C1=CC(=C(CP(OCC)(=O)NC=2C=NC=CC2)C=C1)F)(F)F ethyl P-(4-(5-(chlorodifluoromethyl)-1,2,4-oxadiazol-3-yl)-2-fluorobenzyl)-N-(pyridin-3-yl)phosphonamidate